C(#N)C=1C(=CC(=NC1N1[C@H](CC1)C)N1CC2(CC(C2)C(=O)OC)CC1)C(F)(F)F methyl (S)-6-(5-cyano-6-(2-methylazetidine-1-yl)-4-(trifluoromethyl)pyridin-2-yl)-6-azaspiro[3.4]octan-2-carboxylate